ClC1=CC=C(C=C1)C1(CCN(CC1)CCCCC1=CC=C(C=C1)F)O 4-[4-(4-chlorophenyl)-4-hydroxy-1-piperidyl]-1-(4-fluorophenyl)-butan